3-(4-phenylcyclohexyl)isoquinolin-1(2H)-one C1(=CC=CC=C1)C1CCC(CC1)C=1NC(C2=CC=CC=C2C1)=O